10H-9-oxa-10-phosphaphenanthrene-10-oxide C1=CC=CC=2C3=CC=CC=C3OP(C12)=O